(+/-)-trans-3-((7-methyl-7'-p-toluenesulfonyl-7H,7'H-[2,5'-bipyrrolo[2,3-d]pyrimidin]-4-yl)amino)bicyclo[2.2.2]octane-2-carboxylic acid CN1C=CC2=C1N=C(N=C2NC2C(C1CCC2CC1)C(=O)O)C1=CN(C=2N=CN=CC21)S(=O)(=O)C2=CC=C(C)C=C2